(Z)-1-acetyl-3-((5-isopropyl-1-(2-cyclohexylmethoxyethyl)-1H-imidazol-4-yl)methylene)piperazine-2,5-dione C(C)(=O)N1C(/C(/NC(C1)=O)=C/C=1N=CN(C1C(C)C)CCOCC1CCCCC1)=O